1,6-dimethylphenol CC1(CC=CC=C1C)O